C(=O)(O)C(O)C(O)C(=O)O.BrC=1NC2=CC=CC=3C4=C[C@H](CN([C@@H]4CC1C32)C)C(=O)NC(CC)CC.BrC=3NC2=CC=CC=1C4=C[C@H](CN([C@@H]4CC3C12)C)C(=O)NC(CC)CC (6aR,9R)-5-bromo-N-(pentan-3-yl)-7-methyl-4,6,6a,7,8,9-hexahydroindolo[4,3-fg]quinoline-9-carboxamide hemitartrate